3-((tert-butyldimethylsilyl)oxy)benzaldehyde [Si](C)(C)(C(C)(C)C)OC=1C=C(C=O)C=CC1